C12(CNCC2C1)C1=NNC2=C(C=CC=C12)Cl 3-(3-azabicyclo[3.1.0]hexan-1-yl)-7-chloro-1H-indazole